6-chloro-1-isopropyl-1H-benzimidazol ClC=1C=CC2=C(N(C=N2)C(C)C)C1